COC1=C(CN(C2=CC3=C(C=N2)N=NN3[C@H]3C[C@@H](OCC3)C(=O)N3[C@H](C2=C(C=C(C=C2CC3)Cl)Cl)C)CC3=C(C=C(C=C3)OC)OC)C=CC(=C1)OC |&1:15,17| ((2RS,4RS)-4-(6-(bis(2,4-dimethoxybenzyl)amino)-1H-[1,2,3]triazolo[4,5-c]pyridin-1-yl)tetrahydro-2H-pyran-2-yl)((S)-6,8-dichloro-1-methyl-3,4-dihydroisoquinolin-2(1H)-yl)methanone